C[C@@H]1CN(CC[C@@H]1NC1=NN2C(C=NC(=C2OC(C([2H])([2H])[2H])C([2H])([2H])[2H])C=2C=NNC2)=N1)S(=O)(=O)C N-((3R,4S)-3-Methyl-1-(methylsulfonyl)piperidin-4-yl)-5-((propan-2-yl-1,1,1,3,3,3-d6)oxy)-6-(1H-pyrazol-4-yl)-[1,2,4]triazolo[1,5-a]pyrazin-2-amine